O=C(CC(=O)OCCCOC(CC(C)=O)=O)C 3-(3-oxobutanoyloxy)propyl 3-oxobutanoate